3-((tert-Butoxycarbonyl)amino)propanoic acid C(C)(C)(C)OC(=O)NCCC(=O)O